(2S,4R)-4-(4-bromo-2-methylphenylsulfonyl)-N-(1-cyanocyclopropyl)-1-(1-(trifluoromethyl)cyclopropanecarbonyl)pyrrolidine-2-carboxamide BrC1=CC(=C(C=C1)S(=O)(=O)[C@@H]1C[C@H](N(C1)C(=O)C1(CC1)C(F)(F)F)C(=O)NC1(CC1)C#N)C